1,1-Dicyclopropyl-octan-1-ol C1(CC1)C(CCCCCCC)(O)C1CC1